(2E,4E)-5-(4-Nitrophenyl)-2,4-pentadienal [N+](=O)([O-])C1=CC=C(C=C1)/C=C/C=C/C=O